OCCC(C(C(=O)N)CCO)C(=O)N bis(2-hydroxyethyl)butanediamide